[Zn].[Co] cobalt zinc salt